3-chloro-5-iodo-2-isopropenyl-6-methyl-pyridine ClC=1C(=NC(=C(C1)I)C)C(=C)C